FC(CCN1C[C@@H](CCC1)NC(=O)C=1C=2C[C@@H]3[C@H](C2N(N1)C1=C(C=C(C=C1)F)F)C3)(F)F (1aR,5aR)-2-(2,4-Difluoro-phenyl)-1a,2,5,5a-tetrahydro-1H-2,3-diaza-cyclopropa[a]pentalene-4-carboxylic acid [(R)-1-(3,3,3-trifluoro-propyl)-piperidin-3-yl]-amide